biguanide octanyl-benzenesulfonate C(CCCCCCC)OS(=O)(=O)C1=CC=CC=C1.NC(=N)NC(=N)N